FC(C(=O)N1CC(C1)N1N=C(C=2C1=NC=CC2)C=2C=NC(=CC2)C(F)(F)F)=C 2-fluoro-1-(3-(3-(6-(trifluoro-methyl)pyridin-3-yl)-1H-pyrazolo[3,4-b]pyridin-1-yl)-azetidin-1-yl)prop-2-en-1-one